4-(1,3-dioxo-9-(4-(trifluoromethyl)phenyl)-1H-xantheno[2,1,9-def]isoquinolin-2(3H)-yl)butyl 4-methylbenzenesulfonate CC1=CC=C(C=C1)S(=O)(=O)OCCCCN1C(C2=CC=C3C=4C2=C(C1=O)C=CC4OC4=CC=C(C=C43)C4=CC=C(C=C4)C(F)(F)F)=O